C(CCCC)N(CCCCC)C(CCC)O N,N-dipentylaminobutanol